N1=C(C=CC=2CCCNC12)CCC1CC(C1)C1OCCC(C1)(C(=O)N[C@@H](CCO)C(=O)O)C(F)(F)F o-(3-(2-(5,6,7,8-tetrahydro-1,8-naphthyridin-2-yl)ethyl)cyclobutyl)-N-(4-(trifluoromethyl)tetrahydro-2H-pyran-4-carbonyl)homoserine